NC[C@H](O)C=1C=NN(C1)C1=C(C=C(C#N)C=C1)OC1=NC(=NC(=C1)N1CCC(CC1)C(C)C)C 4-[4-[(1R)-2-amino-1-hydroxyethyl]pyrazol-1-yl]-3-[2-methyl-6-(4-propan-2-ylpiperidin-1-yl)pyrimidin-4-yl]oxybenzonitrile